1,3-dimethyl-1H-pyridine CN1CC(=CC=C1)C